methyl 2-cyclopropylideneacetate C1(CC1)=CC(=O)OC